C[C@@H]1N(CC1)C1=NC(=C(N2C=CN=C12)C)C=1C=NN(C1)C1CN(C1)C 7-[(S)-2-methyl-1-azetidinyl]-4-methyl-5-[1-(1-methyl-3-azetidinyl)-4-pyrazolyl]-1,3a,6-triazaindene